P(=O)(O)([O-])[O-].[Na+].[K+] potassium sodium hydrogen phosphate